C(C(=C)C)(=O)OCC1SC(OC1)=O methacryloyloxymethyl-1,3-oxathiolane-2-on